Methyl 5-[(4,6-difluoro-1H-indol-5-yl)oxy]-2-fluoro-benzenecarboximidothioate FC1=C2C=CNC2=CC(=C1OC=1C=CC(=C(C1)C(=N)SC)F)F